O1CCN(CC1)C=1C=2N(C=CN1)C=CC2 1-morpholinopyrrolo[1,2-a]pyrazin